ClC1=C(C(N(C(N1CC#CC=1C=C2C=C(NC2=CC1)C(=O)OC)=O)C)=O)NC(CCC1=CC=C(C=C1)C)=O methyl 5-(3-(6-chloro-3-methyl-2,4-dioxo-5-(3-(p-tolyl) propanamido)-3,4-dihydropyrimidin-1(2H)-yl) prop-1-yn-1-yl)-1H-indole-2-carboxylate